C(C)(=O)C(C(=O)O)C(C)(N)N α-acetyl-diaminobutyric acid